(S)-N-(4-(6-((2S,6R)-2,6-dimethylmorpholino)pyridin-2-yl)thiazol-2-yl)-1-(1-(methylsulfonyl)-1H-pyrrole-3-carbonyl)azetidine-2-carboxamide C[C@@H]1O[C@@H](CN(C1)C1=CC=CC(=N1)C=1N=C(SC1)NC(=O)[C@H]1N(CC1)C(=O)C1=CN(C=C1)S(=O)(=O)C)C